ClC=1C=C(C=CC1)[C@@H]1C[C@H](C1)NC[C@H](COC1=CC=C(C=C1)S(=O)(=O)C)O (R)-1-((trans-3-(3-chlorophenyl)cyclobutyl)amino)-3-(4-(methylsulfonyl)phenoxy)propan-2-ol